N1C(=NC=C1N)N imidazole-2,5-diamine